ClC=1C(=C(C=CC1OC)NC=1C2=C(N=CN1)C=CC(=N2)N2[C@@H]1CN([C@H](C2)C1)C(C=C)=O)F 1-((1S,4S)-5-(4-((3-chloro-2-fluoro-4-methoxyphenyl)amino)pyrido[3,2-d]pyrimidin-6-yl)-2,5-diazabicyclo[2.2.1]heptan-2-yl)prop-2-en-1-one